COC(C1=C(C=C(C(=C1)F)C1=CC=CC=2CN(COC21)C(C2=C(C=C(C=C2Cl)N2C(C(NCC2)C)C)Cl)=O)N2C1COCC2CC1)=O 4-[3-[2,6-Dichloro-4-(2,3-dimethylpiperazin-1-yl)benzoyl]-2,4-dihydro-1,3-benzoxazin-8-yl]-5-fluoro-2-(3-oxa-8-azabicyclo[3.2.1]oct-8-yl)benzoic acid methyl ester